TETRAHYDRO-2-BENZOXACYCLOTRIDECINE C1OCCCC=CC=CC=CC2=C1C=CC=C2